N[C@H]1CS(C2=C(N(C1=O)CC1=CC=C(C=C1)Cl)C=C(C(=C2)F)C2=NOC(=N2)C2=C(C=CC(=C2)S(=O)(=O)C)C)(=O)=O (3R)-3-amino-5-[(4-chlorophenyl)methyl]-8-fluoro-7-[5-(2-methyl-5-methylsulfonyl-phenyl)-1,2,4-oxadiazol-3-yl]-1,1-dioxo-2,3-dihydro-1lambda6,5-benzothiazepin-4-one